9-((3-methylbenzylidene)amino)-2-morpholino-N-(pyridin-4-yl)-9H-purin-6-amine CC=1C=C(C=NN2C3=NC(=NC(=C3N=C2)NC2=CC=NC=C2)N2CCOCC2)C=CC1